N-[5-[[2-(3-hydroxy-1-piperidyl)acetyl]amino]-2-methyl-3-pyridyl]-6-(1-methylpyrazol-4-yl)triazolo[1,5-a]pyridine-3-carboxamide OC1CN(CCC1)CC(=O)NC=1C=C(C(=NC1)C)NC(=O)C=1N=NN2C1C=CC(=C2)C=2C=NN(C2)C